N-(2-((3-chloro-2-fluorophenylmethyl)amino)-2-oxoethyl)-N-isopropyl-2-(3-(2,2,2-trifluoroacetyl)-1H-indol-1-yl)acetamide ClC=1C(=C(C=CC1)CNC(CN(C(CN1C=C(C2=CC=CC=C12)C(C(F)(F)F)=O)=O)C(C)C)=O)F